N-(3-acetyl-5-fluorophenyl)acetamide C(C)(=O)C=1C=C(C=C(C1)F)NC(C)=O